(dibenzo[b,d]furan-1-yl)-6-phenyl-1,3,5-triazine C1(=CC=CC=2OC3=C(C21)C=CC=C3)C3=NC(=NC=N3)C3=CC=CC=C3